6-(4-(2-(methanesulfonyl)pyrimidin-5-yl)-1H-1,2,3-triazol-1-yl)hexanoic acid CS(=O)(=O)C1=NC=C(C=N1)C=1N=NN(C1)CCCCCC(=O)O